6-((2S)-2-(hydroxymethyl)-4-(4-(trifluoromethyl)phenyl)pyrrolidin-1-yl)nicotinic acid OC[C@H]1N(CC(C1)C1=CC=C(C=C1)C(F)(F)F)C1=NC=C(C(=O)O)C=C1